C=1(C(=CC=C2C=CC=CC12)O)C1=CC=CC2=CC=CC=C12 (R/S)-binaphthol